(2s,5r)-5-(2-chlorophenyl)-1-(2'-cyano-[1,1'-biphenyl]-4-carbonyl)pyrrolidine-2-carboxylic acid methyl ester COC(=O)[C@H]1N([C@H](CC1)C1=C(C=CC=C1)Cl)C(=O)C1=CC=C(C=C1)C1=C(C=CC=C1)C#N